(R)-1-((R)-3-(9H-carbazol-9-yl)-2-hydroxypropyl)-4-methyl-imidazolidin-2-one C1=CC=CC=2C3=CC=CC=C3N(C12)C[C@H](CN1C(N[C@@H](C1)C)=O)O